C(#N)C1=NN(C=C1)C1CCN(CC1)C(=O)OC(C)(C)C tert-butyl 4-(3-cyano-1H-pyrazol-1-yl)piperidine-1-carboxylate